N-(2-methoxyethoxy)-1-methyl-2-((6-(trifluoro-methoxy)benzo[d]-oxazol-2-yl)amino)-1H-benzo[d]imidazole-5-carboxamide COCCONC(=O)C1=CC2=C(N(C(=N2)NC=2OC3=C(N2)C=CC(=C3)OC(F)(F)F)C)C=C1